BrCCCCCCO[Si](C)(C)OC(CCCCCCC\C=C/CCCCCCCC)OC=1C=C2CCC(OC2=C(C1)C)(CCCC(CCCC(CCCC(C)C)C)C)C (Z)-((6-bromohexyl)oxy)((1-((2,8-dimethyl-2-(4,8,12-trimethyltridecyl)chroman-6-yl)oxy)octadec-9-en-1-yl)oxy)dimethylsilane